NC=1C2=C(N=CN1)N(C=C2C2=CC=C(C1=C2CCO1)NC(=O)NC1=CC(=C(C=C1)OC1CCN(CC1)C)C(F)(F)F)C1CC1 1-(4-(4-AMINO-7-CYCLOPROPYL-7H-PYRROLO[2,3-D]PYRIMIDIN-5-YL)-2,3-DIHYDROBENZOFURAN-7-YL)-3-(4-((1-METHYLPIPERIDIN-4-YL)OXY)-3-(TRIFLUOROMETHYL)PHENYL)UREA